((tert-butyldimethylsilyl)oxy)-1-(2,2-dimethylcyclopropyl)ethan-1-one [Si](C)(C)(C(C)(C)C)OCC(=O)C1C(C1)(C)C